COC([C@H](CC1=CC=C(C=C1)N1C(C2(C3=CC(=C(C=C13)Cl)F)CC2)=O)NC(C2=CC=CC=C2)(C2=CC=CC=C2)C2=CC=CC=C2)=O (S)-3-(4-(6'-chloro-5'-fluoro-2'-oxospiro[cyclopropane-1,3'-indoline]-1'-yl)phenyl)-2-(tritylamino)propionic acid methyl ester